O4-Methylthymine CC1=C(NC(=O)N=C1)OC